C(C)OC(=O)C=1C=2N(N=C(C1)Cl)C=C(N2)C=2C=NC=CC2 6-chloro-2-(pyridin-3-yl)imidazo[1,2-b]pyridazine-8-carboxylic acid ethyl ester